5-chloro-N-(2-chloro-5-methoxyphenyl)-2-hydroxybenzamide ClC=1C=CC(=C(C(=O)NC2=C(C=CC(=C2)OC)Cl)C1)O